C(C)(C)(C)N1CCN(CC1)C1=CC=C(C=C1)CCNC(=O)C1=C(C2=C(NC(C=C2)=O)S1)N tert-Butyl-4-(4-(2-(3-amino-6-oxo-6,7-dihydrothieno[2,3-b]pyridine-2-carboxamido)ethyl)phenyl)piperazine